4-(1H-imidazol-1-yl)-N-[(1s,4s)-4-{[2,6-bis(trifluoromethyl)pyridin-4-yl]amino}cyclohexyl]benzamide N1(C=NC=C1)C1=CC=C(C(=O)NC2CCC(CC2)NC2=CC(=NC(=C2)C(F)(F)F)C(F)(F)F)C=C1